tert-butyl 4-(7-chloro-6-fluoro-1-(2-isopropyl-4-methylpyridin-3-yl)-2-carbonyl-1,2-dihydropyrido[2,3-d]pyrimidin-4-yl)-3-formylpiperazine-1-carboxylate ClC=1C(=CC2=C(N(C(N=C2N2C(CN(CC2)C(=O)OC(C)(C)C)C=O)=C=O)C=2C(=NC=CC2C)C(C)C)N1)F